2-(1H-indol-3-yl)propane-1-amine N1C=C(C2=CC=CC=C12)C(CN)C